(1s,4s)-4-(((6-(2-Chloro-3-(3-chloro-2-(4-((((1s,4s)-4-hydroxycyclohexyl)amino)methyl)-3-methoxyphenyl)pyridin-4-yl)phenyl)-2-methoxypyridin-3-yl)methyl)amino)cyclohexan-1-ol ClC1=C(C=CC=C1C1=C(C(=NC=C1)C1=CC(=C(C=C1)CNC1CCC(CC1)O)OC)Cl)C1=CC=C(C(=N1)OC)CNC1CCC(CC1)O